N-[3-cyano-4-(5,5-dimethyl-1,3,2-dioxaborolan-2-yl)-7-fluoro-benzothian-2-yl]carbamic acid tert-butyl ester C(C)(C)(C)OC(NC1SC2=C(C(C1C#N)B1OC(CO1)(C)C)C=CC(=C2)F)=O